2-methyl-2-[4-(3-methyl-2-oxo-8-quinolin-3-ylimidazo[4,5-c]quinolin-1-yl)phenyl]propanenitrile CC(C#N)(C)C1=CC=C(C=C1)N1C(N(C=2C=NC=3C=CC(=CC3C21)C=2C=NC1=CC=CC=C1C2)C)=O